di-octadecyl-3,5-di-tert-butyl-4-hydroxyhydrocinnamate C(CCCCCCCCCCCCCCCCC)C1=C(C(=C(C(=C1CCC(=O)[O-])CCCCCCCCCCCCCCCCCC)C(C)(C)C)O)C(C)(C)C